FC(C1=C(C=CC=C1)C(C)O)(F)F 1-(2-trifluoromethylphenyl)ethanol